((perfluorophenoxy)(phenoxy)phosphoryl)-D-alanine isopropyl ester C(C)(C)OC([C@H](NP(=O)(OC1=CC=CC=C1)OC1=C(C(=C(C(=C1F)F)F)F)F)C)=O